N-(3-(3-(1-((4R,8S)-1,6-dioxaspiro[3.4]octan-8-yl)-1H-pyrazol-4-yl)-2-methoxyphenyl)-1-methyl-1H-pyrazolo[3,4-c]pyridin-5-yl)cyclopropanecarboxamide O1CC[C@@]12COC[C@@H]2N2N=CC(=C2)C=2C(=C(C=CC2)C2=NN(C1=CN=C(C=C12)NC(=O)C1CC1)C)OC